sodium trimethylsilylazide C[Si](C)(C)N=[N+]=[N-].[Na]